2,3-dihydroxy-2-naphthaldehyde OC1(CC2=CC=CC=C2C=C1O)C=O